Dibutyl 9,9'-((5-(2-(4-(2-((3-(bis(2-hydroxy-9-(isopentyloxy)-9-oxononyl)amino)-propyl)disulfaneyl)ethyl)piperazin-1-yl)ethoxy)-5-oxopentyl)azanediyl)bis(8-hydroxynonanoate) OC(CN(CCCSSCCN1CCN(CC1)CCOC(CCCCN(CC(CCCCCCC(=O)OCCCC)O)CC(CCCCCCC(=O)OCCCC)O)=O)CC(CCCCCCC(OCCC(C)C)=O)O)CCCCCCC(=O)OCCC(C)C